Ethyl 2-(4-((2,5-dioxo-3-(4-(trifluoromethyl)phenyl)imidazolidin-1-yl)methyl)-2-(trifluoromethyl)phenoxy)-2-methylpropionate O=C1N(C(CN1C1=CC=C(C=C1)C(F)(F)F)=O)CC1=CC(=C(OC(C(=O)OCC)(C)C)C=C1)C(F)(F)F